FC=1C=C(COC=2C=C3N(C(N2)=O)CC2N3CCNC2)C=C(C1OC1=CC(=NC=C1)C(F)(F)F)F 7-((3,5-Difluoro-4-((2-(trifluoromethyl)pyridin-4-yl)oxy)benzyl)oxy)-3,4,11,11a-tetrahydro-1H-pyrazino[1',2':3,4]imidazo[1,2-c]pyrimidin-9(2H)-one